C(C)C(CC(C)C)CC 4-ethyl-2-methylhexan